BrC1=C(C=CC=C1)N1N=CC(=C1C)C(=O)NC1=NC2=CC=CC=C2C=C1 1-(2-Bromophenyl)-5-methyl-N-(quinolin-2-yl)-1H-pyrazole-4-carboxamide